7-chloro-3-iodo-pyrazolo[1,5-a]pyridine-5-sulfonyl chloride ClC1=CC(=CC=2N1N=CC2I)S(=O)(=O)Cl